(2S)-3-[4-[4-[(2S)-2-carboxy-2-[(3R)-pyrrolidin-3-yl]ethyl]anilino]phenyl]-2-[(3R)-pyrrolidin-3-yl]propionic acid C(=O)(O)[C@@H](CC1=CC=C(NC2=CC=C(C=C2)C[C@H](C(=O)O)[C@@H]2CNCC2)C=C1)[C@@H]1CNCC1